NC=1C(=NON1)C1=NOC(N1CC1=CC(=C(C=C1)F)Br)=O 3-(4-amino-1,2,5-oxadiazol-3-yl)-4-(3-bromo-4-fluorobenzyl)-1,2,4-oxadiazol-5(4H)-one